COC=1C=C2C(=CC=NC2=CC1OC)OC1=CC(=C(C=C1F)NC(=O)C1(CC1)C(=O)NC1=CC=C(C=C1)F)C N-(4-{[6,7-Bis(methyloxy)chinolin-4-yl]oxy}-5-fluoro-2-methylphenyl)-N'-(4-fluorophenyl)cyclopropan-1,1-dicarboxamid